5-(4-(cyclopropylethynyl)phenyl)-1-((tetrahydro-2H-pyran-2-yl)methyl)pyrimidin-2(1H)-one C1(CC1)C#CC1=CC=C(C=C1)C=1C=NC(N(C1)CC1OCCCC1)=O